4-(3,4-Difluoro-2-methoxyphenoxy)-N-(3-(methylsulfinyl)phenyl)-6-(trifluoromethyl)pyridazine-3-carboxamide FC=1C(=C(OC2=C(N=NC(=C2)C(F)(F)F)C(=O)NC2=CC(=CC=C2)S(=O)C)C=CC1F)OC